C(C)(C)(C)OC(=O)N1CCN(CC1)C(=O)N1C(\C(\C2=CC=C(C=C12)C(=O)OC)=C(\C1=CC=CC=C1)/NC1=CC=C(C=C1)N(C(CN1CCN(CC1)C)=O)C)=O methyl (Z)-1-(4-(tert-butoxycarbonyl)piperazine-1-carbonyl)-3-(((4-(N-methyl-2-(4-methylpiperazin-1-yl)acetamido)phenyl)amino)(phenyl)methylene)-2-oxoindoline-6-carboxylate